N1=CN=CC(=C1)[C@H]1C[C@H](CCC1)[N+]1=NOC(=C1)[N-]C(NC1=CC(=NC=C1)C(F)(F)F)=O (3-((1S,3R)-3-(Pyrimidin-5-yl)cyclohexyl)-1,2,3-oxadiazol-3-ium-5-yl)((2-(trifluoromethyl)-pyridin-4-yl)carbamoyl)amide